N=1N=CN2C1C=CC(=C2)OCC21COC(C2)C1 4-(([1,2,4]triazolo[4,3-a]pyridin-6-yloxy)methyl)-2-oxabicyclo[2.1.1]hexan